C1(=CC=CC=C1)C(C=N)=CCCC 2-phenylhex-2-en-1-imine